3-(3,4-dihydroxyphenyl)acrylic acid OC=1C=C(C=CC1O)C=CC(=O)O